(6-methyl-5-nitropyridin-3-yl)-3-(2-(1-methylpiperidin-4-yl)ethyl)urea CC1=C(C=C(C=N1)NC(=O)NCCC1CCN(CC1)C)[N+](=O)[O-]